CC(C)(OC(NCCCOCCOCCNC(=O)C1=CC=C(C(=O)O)C=C1)=O)C 4-((2,2-dimethyl-4-oxo-3,9,12-trioxa-5-azatetradecan-14-yl)carbamoyl)benzoic acid